BrCO bromocarbinol